2-[3-(2-methoxyethoxy)pyridin-4-yl]-3-[2-(trifluoromethyl)anilino]-1,5,6,7-tetrahydro-4H-pyrrolo[3,2-d]pyridin-4-one COCCOC=1C=NC=CC1C1=C(C=2C(CNCC2N1)=O)NC1=C(C=CC=C1)C(F)(F)F